ClC1=C(OC=2C=C3C(=CNC3=CC2)C(CN)(C)C)C(=CC(=C1)[N+](=O)[O-])Cl 2-(5-(2,6-Dichloro-4-nitrophenoxy)-1H-indol-3-yl)-2-methylpropan-1-amine